BrCC1=NN(C(=C1I)C)C 3-(bromomethyl)-4-iodo-1,5-dimethyl-1H-pyrazole